NC(CCN(NC([C@H](CC1CCCCC1)NC(=O)C=1NC2=CC=CC(=C2C1)OC)=O)C(C(F)Cl)=O)=O N-[(1S)-2-[2-(3-amino-3-oxo-propyl)-2-(2-chloro-2-fluoro-acetyl)hydrazino]-1-(cyclohexylmethyl)-2-oxo-ethyl]-4-methoxy-1H-indole-2-carboxamide